1-(4-fluorophenyl)cyclohexanecarboxamide FC1=CC=C(C=C1)C1(CCCCC1)C(=O)N